2-Chloro-N,4-dimethyl-N-(3-(1-(4-tosylpiperazin-1-yl)cyclopropyl)phenyl)aniline ClC1=C(N(C2=CC(=CC=C2)C2(CC2)N2CCN(CC2)S(=O)(=O)C2=CC=C(C)C=C2)C)C=CC(=C1)C